OC1=C(C(=O)C2=CC=CC=C2)C=CC(=C1)OC 2-Hydroxy-4-methoxybenzophenon